FC1=C(C2=C(C(=N1)OC)N=C(S2)NC(=O)N2CC1(CCOC1)CC2)N2CCOCC2 N-[6-Fluoro-4-methoxy-7-(morpholin-4-yl)-[1,3]thiazolo[4,5-c]pyridin-2-yl]-2-oxa-7-azaspiro[4.4]nonan-7-carboxamid